[Cl-].C(C1=CC=CC=C1)[Zr+2]CC1=CC=CC=C1.[Cl-] dibenzyl-zirconium (IV) chloride